CC1=CC(NC(N1)=O)=O 6-methyl-1,2,3,4-tetrahydropyrimidine-2,4-dione